1-(4-Methyl-3-(2'-((6-methylpyridin-3-yl)amino)-7'-oxo-5'H-spiro[cyclopropane-1,8'-pyrido[4,3-d]pyrimidine]-6'(7'H)-yl)phenyl)-3-(m-tolyl)urea CC1=C(C=C(C=C1)NC(=O)NC=1C=C(C=CC1)C)N1CC2=C(N=C(N=C2)NC=2C=NC(=CC2)C)C2(C1=O)CC2